S(=O)(=O)(O)CCOC(CC)=O Sulfoethyl-propionate